C1=C(C=CC2=CC=CC=C12)C(C(=O)C1=CC2=CC=CC=C2C=C1)=O 1,2-bis(2-naphthyl)ethan-1,2-dione